CN1CCN(CC1)C1=CC=C(C=C1)NC=1N=CC=2S(N(C3=C(C2N1)C=C(C=C3)C=3C=NC=CC3)CCC)(=O)=O N-[4-(4-methylpiperazin-1-yl)phenyl]-6-propyl-9-(pyridin-3-yl)-6H-pyrimido[5,4-c][2,1]benzothiazin-2-amine 5,5-dioxide